FC(C=1C=CC(=NC1)N[C@@H]1CC[C@H](CC1)SC1=CC=C(C=C1)C1=CC=C2CNC(C2=C1)=O)(F)F 6-(4-((trans-4-((5-(trifluoromethyl)pyridin-2-yl)amino)cyclohexyl)thio)phenyl)isoindolin-1-one